tris(diethylamino)-niobium C(C)N(CC)[Nb](N(CC)CC)N(CC)CC